2-((4-((tert-butoxycarbonyl)amino)bicyclo[2.2.2]Oct-1-yl)methyl)-7,7-dimethyl-6,7-dihydro-2H-pyrazolo[4,3-c]Pyridine-5(4H)-carboxylic acid tert-butyl ester C(C)(C)(C)OC(=O)N1CC=2C(C(C1)(C)C)=NN(C2)CC21CCC(CC2)(CC1)NC(=O)OC(C)(C)C